C1(CCCC1)S cyclopentanyl mercaptan